5-(1-(4-methoxyphenyl)-2-methyl-1H-imidazo[4,5-c]quinolin-8-yl)pyridin-2-amine COC1=CC=C(C=C1)N1C(=NC=2C=NC=3C=CC(=CC3C21)C=2C=CC(=NC2)N)C